1,3,5,7-tetramethyl-8-phenyl-2,4,6-trioxa-8-Phosphoadamantane CC12OC3(OC(OC(C1(P(=O)=O)C1=CC=CC=C1)(C3)C)(C2)C)C